C(CC(C)(C)C)(=O)OOC(C)CC 2-butyl peroxyneohexanoate